CC(C(C1=CC=CC=C1)C1=NOC(=N1)C1=CC2=C(N(N=N2)C(C)C)C=C1)C 5-[3-(2-methyl-1-phenylpropyl)-1,2,4-oxadiazol-5-yl]-1-(propan-2-yl)-1H-1,2,3-benzotriazole